FC(OC1=C(C=C(C=C1)C=1OC(C(N1)=CC=1SC=CC1)=O)OC)F 2-(4-(Difluoromethoxy)-3-methoxyphenyl)-4-(thiophen-2-ylmethylene)oxazol-5(4H)-one